4-(2-(((2S,4R)-1-((S)-2-(1-fluorocyclopropanecarboxamido)-3,3-dimethylbutanoyl)-4-hydroxypyrrolidine-2-carboxamido)methyl)-5-(4-methylthiazol-5-yl)phenoxy)butanoic acid FC1(CC1)C(=O)N[C@H](C(=O)N1[C@@H](C[C@H](C1)O)C(=O)NCC1=C(OCCCC(=O)O)C=C(C=C1)C1=C(N=CS1)C)C(C)(C)C